C(C)C1=CC(=NO1)C(=O)N 5-ethyl-3-isoxazolecarboxamide